FC(C1=C(C=CC=C1)C1=NOC(O1)=O)(F)F 3-(o-trifluoromethylphenyl)-1,4,2-dioxazol-5-one